ClC1=CC=CC=2N1N=C(C2SC(F)(F)F)C#CCN(C(OC(C)(C)C)=O)C2=C(C=C(C=C2)C(NC)=O)OC tert-butyl N-[3-[7-chloro-3-(trifluoromethylsulfanyl)pyrazolo[1,5-a]pyridin-2-yl]prop-2-ynyl]-N-[2-methoxy-4-(methylcarbamoyl)phenyl]carbamate